COC1=C(C=C(C=C1)NC1=NC2=CC=C(C=C2N=C1NC1=CC(=C(C=C1)OC)C(F)(F)F)[N+](=O)[O-])C(F)(F)F N2,N3-bis(4-methoxy-3-(trifluoromethyl)phenyl)-6-nitroquinoxaline-2,3-diamine